(7-((2S,5R)-2,5-dimethyl-4-(1-(quinoxalin-6-yl)ethyl)piperazin-1-yl)-3,4-dimethyl-5-oxo-4,5-dihydro-2H-pyrazolo[4,3-b]pyridin-2-yl)acetonitrile C[C@@H]1N(C[C@H](N(C1)C(C)C=1C=C2N=CC=NC2=CC1)C)C=1C=2C(N(C(C1)=O)C)=C(N(N2)CC#N)C